4,7-dibromobenzo-1,2,5-thiadiazole BrC1=CC=C(C=2C1=NSN2)Br